BrCC1=C(C=C(C(=C1)F)F)CBr 1,2-bis(bromomethyl)-4,5-difluorobenzene